methyl-3-((tert-butoxycarbonyl)amino)bicyclo[1.1.1]pentane-1-carboxylic acid CC1C2(CC1(C2)NC(=O)OC(C)(C)C)C(=O)O